[N+](=O)([O-])C1=C(C(=CC=C1)C)C mono-nitroortho-xylene